ClC=1C=C2C(=C(NC2=CC1)C(=O)NCCCNS(=O)(=O)C1=CC(=CC=C1)F)S(=O)(=O)C1=CC(=CC(=C1)C)C 5-chloro-3-((3,5-dimethylphenyl)sulfonyl)-N-(3-((3-fluorophenyl)sulfonamido)propyl)-1H-indole-2-carboxamide